(R)-3-chloro-4-(2-((1-(5-chloro-6-oxo-1,6-dihydropyridazin-4-yl)pyrrolidin-3-yl)oxy)pyridin-4-yl)-N-cyclopropylbenzenesulfonamide ClC=1C=C(C=CC1C1=CC(=NC=C1)O[C@H]1CN(CC1)C=1C=NNC(C1Cl)=O)S(=O)(=O)NC1CC1